O1CCOC12CCC(CC2)C2=C(C=CC=C2)NCCC2(CCOC1(CCCC1)C2)C2=NC=CC=C2 N-(2-(1,4-dioxaspiro[4.5]decan-8-yl)phenyl)-2-(9-(pyridin-2-yl)-6-oxaspiro[4.5]decan-9-yl)ethylamine